4-(6-chloro-4-((4,4-difluoropiperidin-1-yl)sulfonyl)pyridin-2-yl)morpholine ClC1=CC(=CC(=N1)N1CCOCC1)S(=O)(=O)N1CCC(CC1)(F)F